CN1C(C2=C(C=C1C)N=C(N2)CNC)=O 5,6-dimethyl-2-(methylaminomethyl)-3H-imidazo[4,5-c]pyridin-4-one